6-(4-(4-((6-Bromo-2-(2,6-dioxopiperidin-3-yl)-1,3-dioxoisoindoline-5-yl)methyl)piperazin-1-yl)piperidin-1-yl)-N-((1r,4r)-4-(3-chloro-4-cyanophenoxy)cyclohexyl)pyridazine-3-carboxamide BrC1=C(C=C2C(N(C(C2=C1)=O)C1C(NC(CC1)=O)=O)=O)CN1CCN(CC1)C1CCN(CC1)C1=CC=C(N=N1)C(=O)NC1CCC(CC1)OC1=CC(=C(C=C1)C#N)Cl